3-(4-bromo-6-fluoro-1-oxoisoindolin-2-yl)piperidine-2,6-dione BrC1=C2CN(C(C2=CC(=C1)F)=O)C1C(NC(CC1)=O)=O